FC1=C(C=CC=C1)C(=C)CC(=O)N (1-(2-fluorophenyl)vinyl)acetamide